methylenebis(chlorodiethylaniline) C(N(C1=C(C(=CC=C1)Cl)CC)CC)N(C1=C(C(=CC=C1)Cl)CC)CC